(S)-1-((R)-8-(1H-pyrrolo[2,3-b]pyridin-3-ylsulfonyl)-1-oxa-8-azaspiro[4.5]decan-3-ylamino)-3-(3-(cyclopropylsulfonyl)phenoxy)propan-2-ol N1C=C(C=2C1=NC=CC2)S(=O)(=O)N2CCC1(C[C@H](CO1)NC[C@@H](COC1=CC(=CC=C1)S(=O)(=O)C1CC1)O)CC2